(2R,3R,4R,5S)-3,4,5-tris(benzyloxy)-1-(((1s,4S)-4-(2-fluoropropan-2-yl)cyclohexyl)methyl)-2-methylpiperidine C(C1=CC=CC=C1)O[C@@H]1[C@H](N(C[C@@H]([C@H]1OCC1=CC=CC=C1)OCC1=CC=CC=C1)CC1CCC(CC1)C(C)(C)F)C